C(C)(C)N1N=NC2=C1C=CC(=C2)C2=NOC(=N2)C=2C=NC(=CC2)C 3-(1-isopropyl-1H-benzo[d][1,2,3]triazol-5-yl)-5-(6-methylpyridin-3-yl)-1,2,4-oxadiazole